2-methyl-N-[(1s,4s)-4-[2-(methylsulfanyl)-7-oxo-5-[2-(triisopropylsilyl)ethynyl]pyrido[2,3-d]pyrimidin-8-yl]cyclohexyl]propanamide CC(C(=O)NC1CCC(CC1)N1C(C=C(C2=C1N=C(N=C2)SC)C#C[Si](C(C)C)(C(C)C)C(C)C)=O)C